CN1C=NC=C1CNC=1C(=CN(C(C1)=O)C1CCOCC1)C(=O)N[C@H](C)C1=C(C(=CC=C1)C(F)(F)F)C (R)-4-(((1-methyl-1H-imidazol-5-yl)methyl)amino)-N-(1-(2-methyl-3-(trifluoromethyl)phenyl)ethyl)-6-oxo-1-(tetrahydro-2H-pyran-4-yl)-1,6-dihydropyridine-3-carboxamide